3-cyclopropyl-5-[4-[(1S)-1-(2,5,6-trimethylpyrimidin-4-yl)oxyethyl]phenyl]-1,2,4-oxadiazole C1(CC1)C1=NOC(=N1)C1=CC=C(C=C1)[C@H](C)OC1=NC(=NC(=C1C)C)C